ClC1=CC2=C(N(C(N=C2N2[C@H](CN([C@@H](C2)C)C(C=C)=O)C)=O)C=2C(=NC=CC2C)C(C)C)N=C1C1=C(C=CC=C1)[N+](=O)[O-] (M)-6-Chloro-4-[(2S,5R)-2,5-dimethyl-4-prop-2-enoyl-piperazin-1-yl]-1-(2-isopropyl-4-methyl-3-pyridyl)-7-(2-nitrophenyl)pyrido[2,3-d]pyrimidin-2-one